γ-piperazinylpropylmethyldimethoxysilane CO[Si](C)(CCCN1CCNCC1)OC